3-(N-(3,3,6,6-tetramethyl-1-oxido-4,5-didehydro-2,3,6,7-tetrahydro-1λ6-thiepin-1-ylidene)sulfamoyl)benzoate CC1(CS(CC(C#C1)(C)C)(=O)=NS(=O)(=O)C=1C=C(C(=O)[O-])C=CC1)C